N-methyl-4-(2-(4-(pyridin-2-yl)thiazol-2-ylamino)pyridin-4-yl)benzamide CNC(C1=CC=C(C=C1)C1=CC(=NC=C1)NC=1SC=C(N1)C1=NC=CC=C1)=O